OC1CCN(CC1)C(=O)C1CC(C1)CCCCC1=CC=CC=C1 (4-Hydroxypiperidin-1-yl)(3-(4-phenylbutyl)cyclobutyl)methanone